C(CCCCCCC)(=O)O[C@@H]1[C@@](O[C@H](C1)N1C=CC2=C1N=C(N=C2N)Cl)(C#C)CO[Si](C)(C)C(C)(C)C (2R,3S,5R)-5-(4-amino-2-chloro-7H-pyrrolo[2,3-d]pyrimidin-7-yl)-2-(((tert-butyldimethylsilyl)oxy)methyl)-2-ethynyltetrahydrofuran-3-yl octanoate